CC(C(=O)NC1=CC=C(C=N1)C=1C=NC=C(C1)C(F)(F)F)(C)C=1N=C(SC1)NS(=O)(=O)C 2-methyl-2-(2-(methylsulfonylamino)thiazol-4-yl)-N-(5'-(trifluoromethyl)-[3,3'-bipyridin]-6-yl)propanamide